2-[(8aS)-10-Acryloyl-6-chloro-8,8a,9,10,11,12-hexahydropyrazino[2',1':3,4][1,4]oxazepino[5,6,7-de]quinazolin-5-yl]benzonitrile C(C=C)(=O)N1C[C@H]2COC=3C4=C(N=CN=C4C=C(C3Cl)C3=C(C#N)C=CC=C3)N2CC1